N-(4-(6-ethoxypyrazin-2-yl)phenyl)-2-methyl-2-(2-(methylsulfonylamino)pyrimidin-4-yl)propionamide C(C)OC1=CN=CC(=N1)C1=CC=C(C=C1)NC(C(C)(C1=NC(=NC=C1)NS(=O)(=O)C)C)=O